F\C(=C/CN)\CN1C(=NC2=C1C=CC=C2C2=CC=C(C=C2)S(=O)(=O)C)C (Z)-3-fluoro-4-(2-methyl-4-(4-(methylsulfonyl)phenyl)-1H-benzo[d]imidazol-1-yl)but-2-en-1-amine